(S)-2-(3,5-dimethylphenyl)pyrrolidine CC=1C=C(C=C(C1)C)[C@H]1NCCC1